N-[(S)-2-(tert-butyloxycarbonylamino)-4-phenylbutyryl]-L-leucyl-L-phenylalanine methyl ester COC([C@@H](NC([C@@H](NC([C@H](CCC1=CC=CC=C1)NC(=O)OC(C)(C)C)=O)CC(C)C)=O)CC1=CC=CC=C1)=O